COC1=NC(=NC(=C1)OC)C1=C(C=CC(=C1)NC=1SC=C(N1)C1=CC(=CC=C1)O)S(=O)(=O)N (4,6-dimethoxypyrimidin-2-yl)-4-((4-(3-hydroxyphenyl)thiazol-2-yl)amino)benzenesulfonamide